(R)-N'-((3,3-dimethyl-1,2,3,5,6,7-hexahydro-dicyclopenta[b,e]pyridin-8-yl)carbamoyl)-4-(hydroxymethyl)-2-(2-hydroxypropan-2-yl)thiazole-5-sulfonimidamide CC1(CCC=2C1=NC1=C(C2NC(=O)N=[S@](=O)(N)C2=C(N=C(S2)C(C)(C)O)CO)CCC1)C